trans-tert-butyl 2-(4-aminocyclohexyl)acetate N[C@@H]1CC[C@H](CC1)CC(=O)OC(C)(C)C